FC(C1=CC=C(C=C1)C#CC(=O)C1=CC=C(C=C1)OC)(F)F 3-(4-trifluoromethylphenyl)-1-(4-methoxyphenyl)propan-2-yn-1-one